C(C)C1C(=NOC1CC1=CC(=CC=C1)C)CNC(=O)C1=C(N=C(S1)C)C Ethyl-3-((2,4-dimethylthiazole-5-carboxamido)methyl)-5-(3-methylbenzyl)-4,5-dihydroisoxazole